Cl.NCC=1C(=NC=CC1)N(S(=O)(=O)C)C N-(3-(aminomethyl)pyridin-2-yl)-N-methylmethanesulfonamide hydrochloride